dibutenyl-fluorene C(=CCC)C1=C(C=2CC3=CC=CC=C3C2C=C1)C=CCC